(2-Dimethylaminoethyl)triethoxysilane CN(CC[Si](OCC)(OCC)OCC)C